9-{(1R)-1-[1-Benzyl-4-(2,5-difluorophenyl)-1H-imidazol-2-yl]-2,2-dimethylpropyl}-2,2-dimethyl-4,10-dioxo-3,15,18,21,24-pentaoxa-12-thia-5,9-diazaheptacosan C(C1=CC=CC=C1)N1C(=NC(=C1)C1=C(C=CC(=C1)F)F)[C@@H](C(C)(C)C)N(CCCNC(OC(C)(C)C)=O)C(CSCCOCCOCCOCCOCCC)=O